P-ETHYLPHENOL CCC1=CC=C(C=C1)O